C(=O)C=1C=C(C=CC1C(=O)OC)N1[C@H](CN(C[C@H]1C)C1CC(C1)OC1CCN(CC1)C(=O)OC(C)(C)C)C tert-butyl 4-[3-[(3S,5R)-4-(3-formyl-4-methoxycarbonyl-phenyl)-3,5-dimethyl-piperazin-1-yl]cyclobutoxy]piperidine-1-carboxylate